C([C@@H](O)[C@H](O)C(=O)O)(=O)O D-(-)-tartaric acid